C(C1=CC=CC=C1)OC1=NC(=C(C(=N1)CC1(CCCC2=CC(=CC=C12)Cl)C(=O)OC)[N+](=O)[O-])OCC1=CC=CC=C1 Methyl 1-((2,6-bis(benzyloxy)-5-nitropyrimidin-4-yl) methyl)-6-chloro-1,2,3,4-tetrahydronaphthalene-1-carboxylate